N(=[N+]=[N-])C(C)(C)C1=NNC2=CN=C(C=C21)Cl (2-azidopropane-2-yl)-5-Chloropyrazolo[3,4-c]pyridine